[Pb](Br)Br.CNC dimethylamine lead bromide salt